C1(CC1)C=1N(C=C(N1)I)CCNC(OC(C)(C)C)=O tert-butyl (2-(2-cyclopropyl-4-iodo-1H-imidazol-1-yl)ethyl)carbamate